(E,Z)-1-(1-(2-(2-butoxyethoxy)ethoxy)prop-1-en-2-yl)-4-(3-(2-(2-butoxyethoxy)ethoxy)prop-1-en-2-yl)benzene C(CCC)OCCOCCO\C=C(/C)\C1=CC=C(C=C1)C(=C)COCCOCCOCCCC